C(C(C)C)OC1=CC=C(/C=C/C2=C(CN(C(=O)NCCCOC)CCCOC)C(=CC(=C2)OC)OC)C=C1 (E)-1-(2-(4-isobutoxystyryl)-4,6-dimethoxybenzyl)-1,3-bis(3-methoxypropyl)urea